C(C)(=O)OC1C(OC(C(C1OC(C)=O)OC(C)=O)OC1=CC=C(C=C1)COC(=O)OC1=CC=C(C=C1)[N+](=O)[O-])C(=O)[O-] 3,4,5-triacetoxy-6-[4-[(4-nitrophenoxy)carbonyloxymethyl]phenoxy]tetrahydropyran-2-carboxylate